C(C)(C)(C)N(C(O)=O)C1=CC(=CC=C1)N1C(C(=CC2=C1N=C(N=C2)NC=2C=NC(=CC2)N2CCOCC2)CC2=CC=CC=C2)=O.CN(C=CC(=O)C2=CC=C(C=C2)Br)C 3-(Dimethylamino)-1-(4-bromophenyl)prop-2-en-1-one tert-butyl-(3-(6-benzyl-2-((6-morpholinopyridin-3-yl)amino)-7-oxopyrido[2,3-d]pyrimidin-8(7H)-yl)phenyl)carbamate